(1R,6S)-2,2-difluoro-6-[[(1R)-1-phenylethyl]amino]cyclohexanol FC1([C@@H]([C@H](CCC1)N[C@H](C)C1=CC=CC=C1)O)F